[C@H]12C=3NN=CC3OC[C@@H]2CN(C1)C(=O)N1CC(C1)C1=CC=C(C=C1)C1(CC1)C(F)(F)F (-)-[(1R,9S)-7-Oxa-3,4,11-triazatricyclo[7.3.0.02,6]dodeca-2(6),4-dien-11-yl]-[3-[4-[1-(trifluoromethyl)cyclopropyl]phenyl]azetidin-1-yl]methanone